5-hex-5-enylbenzene-1,3-diol C(CCCC=C)C=1C=C(C=C(C1)O)O